3,3'-bis(2-ethoxyethoxy)-5,5''-dimethyl-2,2':5',2''-terthiophene C(C)OCCOC1=C(SC(=C1)C)C=1SC(=CC1OCCOCC)C=1SC(=CC1)C